methyl 2-(5-bromo-2,3-dihydroxybenzylideneamino)-3-methyl-butanoate BrC=1C=C(C(=C(C=NC(C(=O)OC)C(C)C)C1)O)O